C(CC=C)N(S(=O)(=O)C1=C(C=CC=C1)C#C)C#CCCCC N-(but-3-en-1-yl)-N-(hex-1-yn-1-yl)-ethynylbenzenesulfonamide